C1=CC=CC=2C3=CC=CC=C3C(C12)COC(=O)N1C(CC(C1)O)C(N(CC)OCCOC(C1=CC=CC=C1)(C1=CC=C(C=C1)OC)C1=CC=C(C=C1)OC)=O 2-(2-[bis-(4-methoxy-phenyl)-phenyl-methoxy]-ethoxyl-ethylcarbamoyl)-4-hydroxy-pyrrolidine-1-carboxylic acid 9H-fluoren-9-ylmethyl ester